N1C=NC(=C1)CCNC1=NC(=NC2=CC=CC=C12)C1=CSC=C1 N-(2-(1H-imidazol-4-yl)ethyl)-2-(thiophen-3-yl)quinazolin-4-amine